NCCNCCC[Si](OC)(OC)OC (N-2-aminoethyl)-3-aminopropyl-trimethoxysilane